S(C)(=O)(=O)[O-].C(C)[NH+]1C(CCC1)CC 1,2-diethylpyrrolidinium mesylate